2-(4-aminophenoxy)-[1,1'-biphenyl] NC1=CC=C(OC2=C(C=CC=C2)C2=CC=CC=C2)C=C1